di-tert-butyl [disulphanediylbis(2-{[{(1R)-1-[1-benzyl-4-(2,5-difluorophenyl)-1H-imidazol-2-yl]-2,2-dimethylpropyl}(glycoloyl)amino]methyl}propan-3,1-diyl)]biscarbamate S(SCC(CNC(OC(C)(C)C)=O)CN(C(CO)=O)[C@H](C(C)(C)C)C=1N(C=C(N1)C1=C(C=CC(=C1)F)F)CC1=CC=CC=C1)CC(CNC(OC(C)(C)C)=O)CN(C(CO)=O)[C@H](C(C)(C)C)C=1N(C=C(N1)C1=C(C=CC(=C1)F)F)CC1=CC=CC=C1